BrC1=C2C(=NC=C1)C=CS2 7-Bromothieno[3,2-b]pyridine